CC=1SC=2N(C(C(=C(C2N1)N1CCC2(CC1)CC1=CC=CC=C1C2)C#N)=O)C 2,4-dimethyl-5-oxo-7-spiro[indan-2,4'-piperidine]-1'-yl-thiazolo[5,4-b]pyridine-6-carbonitrile